4-((7-chloroquinazolin-4-yl)amino)pentan-1-ol ClC1=CC=C2C(=NC=NC2=C1)NC(CCCO)C